eicosyl 2-iodobutyrate IC(C(=O)OCCCCCCCCCCCCCCCCCCCC)CC